C1(CC1)N1C[C@@H](CCC1)[C@@H](O)C=1N=NC(=C(C1)C)C1=C(C=C(C=C1)C(F)(F)F)OC (R)-((R)-1-cyclopropylpiperidin-3-yl)(6-(2-methoxy-4-(trifluoromethyl)phenyl)-5-methylpyridazin-3-yl)methanol